tert-butyl (3S,4S)-3-[[4-[6-(3,3-difluorocyclobutyl)-7-methoxy-imidazo[1,2-b]pyridazin-3-yl]pyrimidin-2-yl]amino]-4-fluoro-piperidine-1-carboxylate FC1(CC(C1)C=1C(=CC=2N(N1)C(=CN2)C2=NC(=NC=C2)N[C@H]2CN(CC[C@@H]2F)C(=O)OC(C)(C)C)OC)F